BrC=1C=C(C(=O)OCC)C=CC1C ethyl 3-bromo-4-methylbenzoate